N-(N-(3,3-dimethylbutyl)-L-α-aspartyl)-L-phenylalanine 1-methyl ester CC(C)(C)CCN[C@@H](CC(=O)O)C(=O)N[C@@H](CC1=CC=CC=C1)C(=O)OC